Cl.CC1=C(CN[C@@H]2C[C@@H](OC2)C(=O)OC)C=CC=C1 methyl cis-4-(2-methylbenzylamino)tetrahydrofuran-2-carboxylate hydrochloride